1,1,3,3-tetrabromo-1,3-disilacyclobutane Br[Si]1(C[Si](C1)(Br)Br)Br